O\N=C(/N)\C=1C=C(C(=O)OC)C=C(C1)C methyl 3-[(Z)-N'-hydroxycarbamimidoyl]-5-methyl-benzoate